F[C@@H]1C[C@@]2(CCCN2C1)COC=1N=C(C2=C(N1)CNCC2)N2CC=1N(CC2)C(=NC1)C=C 2-(((2R,7aS)-2-fluorohexahydro-1H-pyrrolizin-7a-yl)methoxy)-4-(3-vinyl-5,6-dihydroimidazo[1,5-a]pyrazin-7(8H)-yl)-5,6,7,8-tetrahydropyrido[3,4-d]pyrimidine